C1(=CC=CC=C1)S(=O)(=O)C(C1(CC2CCC(C1)N2C(=O)OCC2=CC=CC=C2)NS(=O)C(C)(C)C)(F)F Benzyl (endo)-3-[(benzenesulfonyl)difluoromethyl]-3-[(2-methylpropane-2-sulfinyl)amino]-8-azabicyclo[3.2.1]octane-8-carboxylate